4,4-difluoro-N-(6-(5-(2-fluoroethyl)-4,5,6,7-tetrahydropyrazolo[1,5-a]pyrazin-3-yl)isoquinolin-3-yl)cyclohexane-1-carboxamide FC1(CCC(CC1)C(=O)NC=1N=CC2=CC=C(C=C2C1)C=1C=NN2C1CN(CC2)CCF)F